BrC1=C(C=C2CCCC2=C1)CC(=O)N (6-bromo-2,3-dihydro-1H-inden-5-yl)acetamide